C(C)(C)OC1=C(C=C(C=C1)[C@@H](CC(=O)OCC)NS(=O)(=O)C1=CC=C(C=C1)OC(F)(F)F)OC ethyl (R)-3-(4-isopropoxy-3-methoxyphenyl)-3-((4-(trifluoromethoxy)phenyl)sulfonamido)propanoate